(trimethylsiloxy)eicosyl-decasiloxane C[Si](OCCCCCCCCCCCCCCCCCCCC[SiH2]O[SiH2]O[SiH2]O[SiH2]O[SiH2]O[SiH2]O[SiH2]O[SiH2]O[SiH2]O[SiH3])(C)C